C1(CC1)S(=O)(=O)N1C=CC2=C(C=CC=C12)C1=CC(=C2NC(C=3N(C2=C1C)C(=NN3)C)(C)C)F 8-[1-(Cyclopropylsulfonyl)-1H-indol-4-yl]-6-fluoro-1,4,4,9-tetramethyl-5H-[1,2,4]triazolo[4,3-a]quinoxaline